1-(tert-butoxycarbonyl)-3-((4-((4-((3-(2,3-difluoro-4-phenoxyphenyl)imidazo[1,2-a]pyrazin-8-yl)amino)-2-ethylbenzamido)methyl)piperidin-1-yl)methyl)-1-methylpyrrolidin-1-ium iodide [I-].C(C)(C)(C)OC(=O)[N+]1(CC(CC1)CN1CCC(CC1)CNC(C1=C(C=C(C=C1)NC=1C=2N(C=CN1)C(=CN2)C2=C(C(=C(C=C2)OC2=CC=CC=C2)F)F)CC)=O)C